2-amino-1-(5-methoxy-2,4-dimethyl-3-pyridyl)-5,6-dimethyl-pyrrolo[2,3-b]pyridine-3-carboxamide NC1=C(C=2C(=NC(=C(C2)C)C)N1C=1C(=NC=C(C1C)OC)C)C(=O)N